N-Ethyl-L-alanine C(C)N[C@@H](C)C(=O)O